ClC1=C(C=C(C=C1)OC)N1CC2=C(C=3C=C(C=NC13)C)N=C(N=C2)N[C@@H]2COCC[C@@H]2NC(C=C)=O N-((3S,4S)-3-((6-(2-chloro-5-methoxyphenyl)-9-methyl-5,6-dihydropyrimido[5,4-c][1,8]naphthyridin-2-yl)amino)tetrahydro-2H-pyran-4-yl)acrylamide